FC=1C=C(C=C(C1)F)C1(CCNCC1)C#N 4-(3,5-difluorophenyl)piperidine-4-carbonitrile